Methyl (5-(5-((4-oxo-3,4-dihydrophthalazin-1-yl)methyl)-2-(trifluoromethyl)phenyl)-1H-benzoimidazol-2-yl)carbamate O=C1NN=C(C2=CC=CC=C12)CC=1C=CC(=C(C1)C1=CC2=C(NC(=N2)NC(OC)=O)C=C1)C(F)(F)F